N-[2-({4-[3-(2,5-dichlorophenyl)-1H-pyrrolo[3,2-b]pyridin-2-yl]pyridin-3-yl}oxy)ethyl]-N-methylprop-2-enamide ClC1=C(C=C(C=C1)Cl)C1=C(NC=2C1=NC=CC2)C2=C(C=NC=C2)OCCN(C(C=C)=O)C